4-(6,7-dimethylpyrazolo[1,5-a]pyridin-3-yl)-2-(methoxymethyl)-2,7-dimethyl-2H-benzo[e][1,3]oxazine CC=1C=CC=2N(C1C)N=CC2C2=NC(OC1=C2C=CC(=C1)C)(C)COC